(1S,4s)-4-(5-chloro-4-((4-(((1s,4s)-4-hydroxy-4-methylcyclohexyl)oxy)-5-(trifluoromethyl)pyrimidin-2-yl)amino)-1H-pyrazol-1-yl)-1-iminohexahydro-1λ6-thiopyran 1-oxide ClC1=C(C=NN1C1CCS(CC1)(=N)=O)NC1=NC=C(C(=N1)OC1CCC(CC1)(C)O)C(F)(F)F